FC1(CCN(CC1)C(=O)C1=CC=C(C=C1)[C@H](C)NC=1N=CC2=C(N1)N(C(C=C2)=O)CC(C)(C)C)F 2-[[(1S)-1-[4-[(4,4-difluoropiperidin-1-yl)carbonyl]phenyl]ethyl]amino]-8-(2,2-dimethylpropyl)pyrido[2,3-d]pyrimidin-7(8H)-one